7-(diisopropylphosphino)-1,5,7-triazabicyclo[4.4.0]dec-5-ene C(C)(C)P(N1C2=NCCCN2CCC1)C(C)C